ClC=1C=C2CCC[C@]3(C2=CC1)CN(C1=C(OC3)C=C(C(=C1)C(=O)OC)F)C[C@H]1[C@@H](CC1)CO (S)-METHYL 6'-CHLORO-8-FLUORO-5-(((1R,2R)-2-(HYDROXYMETHYL)CYCLOBUTYL)METHYL)-3',4,4',5-TETRAHYDRO-2H,2'H-SPIRO[BENZO[B][1,4]OXAZEPINE-3,1'-NAPHTHALENE]-7-CARBOXYLATE